5,7-dihydroxy-4'-methoxyflavone OC1=C2C(C=C(OC2=CC(=C1)O)C1=CC=C(C=C1)OC)=O